tert-Butyl N-{[4-(4,7,10,13,16-pentaoxanonadec-18-ynamido)phenyl]methyl}carbamate C(CCOCCOCCOCCOCCOCC#C)(=O)NC1=CC=C(C=C1)CNC(OC(C)(C)C)=O